2,4-difluoro-6-hydroxybenzoic acid FC1=C(C(=O)O)C(=CC(=C1)F)O